CN1N=C(N=C1)CCOC 1-methyl-3-methoxyethyl-1,2,4-triazole